2,6-bis[1-(2,4-dibromophenylimino)ethyl]pyridine iron (II) dichloride [Fe](Cl)Cl.BrC1=C(C=CC(=C1)Br)N=C(C)C1=NC(=CC=C1)C(C)=NC1=C(C=C(C=C1)Br)Br